5-(((3-((2-chloro-3-(3-chloro-2-(3-methoxy-4-((((5-oxopyrrolidin-2-yl)methyl)amino)methyl)phenyl)pyridin-4-yl)phenyl)amino)-2-fluorobenzyl)amino)methyl)pyrrolidin-2-one ClC1=C(C=CC=C1C1=C(C(=NC=C1)C1=CC(=C(C=C1)CNCC1NC(CC1)=O)OC)Cl)NC=1C(=C(CNCC2CCC(N2)=O)C=CC1)F